Sodium (2S,5R)-7-oxo-2-(N-(piperidine-4-carbonyl)carbamimidoyl)-1,6-diazabicyclo[3.2.1]octan-6-yl Sulfate S(=O)(=O)(ON1[C@@H]2CC[C@H](N(C1=O)C2)C(NC(=O)C2CCNCC2)=N)[O-].[Na+]